dinonylnaphthalensulphonate C(CCCCCCCC)C=1C(=C(C2=CC=CC=C2C1)S(=O)(=O)[O-])CCCCCCCCC